CN(S(=O)(=O)NC(C)CC1=CC=CC=C1)C (N,N-dimethylaminosulfonyl)amphetamine